[(4-Hydroxy-8-phenyl-isoquinoline-3-carbonyl)-amino]-acetic acid OC1=C(N=CC2=C(C=CC=C12)C1=CC=CC=C1)C(=O)NCC(=O)O